(R)-(2-((2-((9-methoxy-3-methyl-1,2,3,4,4a,5-hexahydrobenzo[b]pyrazino[1,2-d][1,4]oxazin-8-yl)amino)-7H-pyrrolo[2,3-d]pyrimidin-4-yl)amino)phenyl)dimethylphosphine oxide COC1=CC2=C(OC[C@@H]3N2CCN(C3)C)C=C1NC=1N=C(C3=C(N1)NC=C3)NC3=C(C=CC=C3)P(C)(C)=O